5-(2-([1,1':3',1''-terphenyl]-5'-yl)-6-(phenanthren-9-yl)pyrimidin-4-yl)-1,10-phenanthroline C1(=CC=CC=C1)C1=CC(=CC(=C1)C1=NC(=CC(=N1)C1=C2C=CC=NC2=C2N=CC=CC2=C1)C=1C2=CC=CC=C2C=2C=CC=CC2C1)C1=CC=CC=C1